CO[C@]1(COCCC1)C1=CC(=CC(=N1)N1N=C(C=2C=NC(=CC21)NC(=O)N)C)OCC2COC2 (S)-1-(1-(6-(3-Methoxytetrahydro-2H-pyran-3-yl)-4-(oxetan-3-ylmethoxy)pyridin-2-yl)-3-methyl-1H-pyrazolo[4,3-c]pyridin-6-yl)urea